FC1(CN(CCC12CCC=1C=3CN(C(C3C=CC12)=O)[C@@H]1C(NC(CC1)=O)=O)C([2H])([2H])C1=CC(=CC=C1)C=1C=NN(C1)C)F (3S)-3-(3',3'-difluoro-1'-((3-(1-methyl-1H-pyrazol-4-yl)phenyl)methyl-d2)-3-oxo-1,3,7,8-tetrahydro-2H-spiro[cyclopenta[e]isoindole-6,4'-piperidin]-2-yl)piperidine-2,6-dione